2,3,5,6-tetrafluorophenylboronic acid FC1=C(C(=C(C=C1F)F)F)B(O)O